N1=CC=C(C=C1)C=1C=C(C=C(C(=O)O)C1)C(=O)O 5-(Pyridin-4-yl)isophthalic acid